(6-Cyclopropyl-2-(((6-((1S*,2S*)-2-(4-methylpyrimidin-2-yl)cyclopropyl)quinolin-3-yl)amino)methyl)imidazo[1,2-a]pyridin-8-yl)-3-methylimidazolidine-2,4-dione C1(CC1)C=1C=C(C=2N(C1)C=C(N2)CNC=2C=NC1=CC=C(C=C1C2)[C@@H]2[C@H](C2)C2=NC=CC(=N2)C)N2C(N(C(C2)=O)C)=O |o1:24,25|